N-hydroxy-4-(3-(4-(((2-phenylcyclopropyl)amino)methyl)piperidin-1-yl)propoxy)benzamide TFA salt OC(=O)C(F)(F)F.ONC(C1=CC=C(C=C1)OCCCN1CCC(CC1)CNC1C(C1)C1=CC=CC=C1)=O